7-methoxy-8-(3-morpholine-4-ylpropoxy)-2,3-dihydroimidazo[1,2-c]Quinazolin-5-amine COC1=C(C=CC=2C=3N(C(=NC12)N)CCN3)OCCCN3CCOCC3